OC(CCCCCCCCCCCCCCCCCCCCC(=O)O)CCCCCCCC 22-Hydroxy-triacontanoic acid